N-(4-Chlorobenzyl)-1-(2-hydroxy-2-methylpropyl)-6-((1-(methylsulfonyl)cyclopropyl)methyl)-7-oxo-4,5,6,7-tetrahydro-1H-pyrazolo[3,4-c]pyridine-3-carboxamide ClC1=CC=C(CNC(=O)C2=NN(C=3C(N(CCC32)CC3(CC3)S(=O)(=O)C)=O)CC(C)(C)O)C=C1